rel-2-((1R,4r)-4-((1R,3S)-3-hydroxy-N-methylcyclopentane-1-carboxamido)cyclohexyl)-6-methoxy-N-(pyrazolo[1,5-c]pyrimidin-3-yl)-2H-indazole-5-carboxamide O[C@@H]1C[C@@H](CC1)C(=O)N(C)C1CCC(CC1)N1N=C2C=C(C(=CC2=C1)C(=O)NC=1C=NN2C=NC=CC21)OC |o1:1,3|